ClC1=CC=C(C=C1)C=1OC(=C(N1)C(=O)NCCN1CCN(CC1)C)C1=CC=CC=C1 2-(4-chlorophenyl)-N-(2-(4-methylpiperazin-1-yl)ethyl)-5-phenylOxazole-4-carboxamide